N-(2,4-dimethoxybenzyl)-1-methylphosphinane-4-carboxamide 1-oxide COC1=C(CNC(=O)C2CCP(CC2)(C)=O)C=CC(=C1)OC